7-(dimethylamino)-2-(methoxycarbonylamino)-7-oxo-hept-5-enoic acid CN(C(C=CCCC(C(=O)O)NC(=O)OC)=O)C